1-(tert-butylamino)-7-chloro-2,6-naphthyridine-3-carbonitrile C(C)(C)(C)NC1=NC(=CC2=CN=C(C=C12)Cl)C#N